3-Chloro-5-{[(tetrahydro-2H-pyran-2-yl)oxy]methyl}-2-vinylpyridine ClC=1C(=NC=C(C1)COC1OCCCC1)C=C